C(C=C)(=O)N1C[C@@H](N(C[C@H]1C)C1=NC(N2C3=C(C(=C(C=C13)Cl)C1=C(C=C(C=C1)F)F)SCC2)=O)C 7-((2S,5R)-4-acryloyl-2,5-dimethylpiperazin-1-yl)-9-chloro-10-(2,4-difluorophenyl)-2,3-dihydro-5H-[1,4]thiazino[2,3,4-ij]quinazolin-5-one